imidazoline C1CN=CN1